FC(C1=C(C=CC(=N1)C=1C=C2C=CN(C(C2=CC1F)=O)CCC[C@H](C)NC=1C=NNC(C1C(F)(F)F)=O)F)F (S)-6-(6-(difluoromethyl)-5-fluoropyridin-2-yl)-7-fluoro-2-(4-((6-oxo-5-(trifluoromethyl)-1,6-dihydropyridazin-4-yl)amino)pentyl)isoquinolin-1(2H)-one